1-(3-chlorophenyl)-5-trifluoromethyl-3-hydrobenzimidazol-2-one C1=CC(=CC(=C1)Cl)N2C3=C(C=C(C=C3)C(F)(F)F)NC2=O